1'-[(Benzyloxy)Carbonyl]-6-(Hydroxymethyl)-3H-Spiro[2-Benzofuran-1,4'-Piperidine]-5-Carboxylic Acid C(C1=CC=CC=C1)OC(=O)N1CCC2(CC1)OCC1=C2C=C(C(=C1)C(=O)O)CO